C(C)(C)(C)OC(=O)N1CC(C1)N1N=NC(=C1C)Br.OC1=C(C)C(=CC=C1)O 2,6-dihydroxytoluene tert-Butyl-3-(4-bromo-5-methyl-triazol-1-yl)azetidine-1-carboxylate